O(S(=O)(=O)C(F)(F)F)C1=C(C(=CC=C1C1=C(C(=C(C=C1)C1=CCC(CC1)C1CCC(CC1)CCC)F)F)F)F [6-[2,3-difluoro-4-[4-(4-propylcyclohexyl) cyclohex-1-enyl] phenyl]-2,3-difluorophenyl] triflate